[N+](=O)([O-])C1=C(C=CC=C1)S(=O)(=O)NC=1C=C2C=CC=NC2=CC1 2-nitro-N-(quinoline-6-yl)benzenesulfonamide